5-(3-formyl-2,5-dimethyl-1H-pyrrol-1-yl)-2-methylthiazole-4-carbonitrile C(=O)C1=C(N(C(=C1)C)C1=C(N=C(S1)C)C#N)C